C([C@H]([C@H]([C@@H]([C@H](C(=O)[O-])[NH3+])O)O)O)OP(=O)([O-])[O-] The molecule is an organophosphate oxoanion obtained by deprotonation of the carboxy and phosphate OH groups and protonation of the amino group from D-glucosaminate 6-phosphate. It is a conjugate base of a D-glucosaminic acid 6-phosphate.